(4-glycidoxybutyl)-trimethoxysilane C(C1CO1)OCCCC[Si](OC)(OC)OC